FC1=CC=C(C=C1)OC(=O)N1CC2=C(CC1)C=C(S2)C2=NOC(=N2)C(F)(F)F.OC2=CC=C(C1=CC(=CC=C21)O)C2SCCC2 (4,7-dihydroxy-1-naphthyl)tetrahydrothiophene 4-fluorophenyl-2-(5-(trifluoromethyl)-1,2,4-oxadiazol-3-yl)-4,7-dihydrothieno[2,3-c]pyridine-6(5H)-carboxylate